COC1=C2CCC(NC2=NC(=C1)CCCCO[C@H]1CNCC1)C 5-methoxy-2-methyl-7-(4-((R)-pyrrolidin-3-yloxy)butyl)-1,2,3,4-tetrahydro-1,8-naphthyridine